8-chloro-1-(4,4-difluoro-1-methylpyrrolidin-3-yl)-2-[(1-methyl-1H-1,2,4-triazol-3-yl)methyl]-1H-imidazo[4,5-c]quinoline, trifluoroacetate salt FC(C(=O)O)(F)F.ClC1=CC=2C3=C(C=NC2C=C1)N=C(N3C3CN(CC3(F)F)C)CC3=NN(C=N3)C